ethyl 3-(thiophen-3-yl)-1,2-oxazole-5-carboxylate S1C=C(C=C1)C1=NOC(=C1)C(=O)OCC